FC1(CC(C1)CC(=O)N[C@H](COC)C1=CC=2N(N=C1)C=C(N2)[C@@H](NC(=O)C2=CC=NN2C(C([2H])([2H])[2H])([2H])[2H])C2CCC(CC2)(F)F)F |o1:9| N-((S)-(7-((S*)-1-(2-(3,3-Difluorocyclobutyl)acetamido)-2-methoxyethyl)imidazo[1,2-b]pyridazin-2-yl)(4,4-difluorocyclohexyl)methyl)-1-(ethyl-d5)-1H-pyrazole-5-carboxamide